2-(((1-((1,3-dimethyl-1H-pyrazol-4-yl)methyl)piperidin-4-yl)thio)methyl)-8-methylquinazolin CN1N=C(C(=C1)CN1CCC(CC1)SCC1=NC2=C(C=CC=C2C=N1)C)C